4-((4-((2-(Dimethylphosphoryl)phenyl)amino)-5-(trifluoromethyl)pyrimidin-2-yl)amino)-N-isobutoxybenzamide CP(=O)(C)C1=C(C=CC=C1)NC1=NC(=NC=C1C(F)(F)F)NC1=CC=C(C(=O)NOCC(C)C)C=C1